3-[7-ethoxy-1-(pyridin-4-ylmethyl)benzoimidazol-2-yl]-4-methyl-1,2,5-oxadiazole C(C)OC1=CC=CC2=C1N(C(=N2)C2=NON=C2C)CC2=CC=NC=C2